C(C)OC(CC1=C(C=C(C=C1)OC)OCC1=C(OC2=C1C=C(C=C2C2CC2)Cl)C(F)F)=O 2-(2-((5-chloro-7-cyclopropyl-2-(difluoromethyl)benzofuran-3-yl)methoxy)-4-methoxyphenyl)-acetic acid Ethyl ester